CSC1=NC=CC(=N1)C1CCN(CC1)C(=O)OC(C)(C)C tert-Butyl 4-(2-(methylthio)pyrimidin-4-yl)piperidine-1-carboxylate